2-chloro-6-methoxyPhenylbenzonitrile ClC1=C(C(=CC=C1)OC)C1=C(C#N)C=CC=C1